BrC=1C=C(C(=C(C1)CN(C(OC(C)(C)C)=O)C(CO)C1CC1)O)Cl Tert-butyl N-[(5-bromo-3-chloro-2-hydroxyphenyl)methyl]-N-(1-cyclopropyl-2-hydroxyethyl)carbamate